3-(2-Hydroxyethyl)-1-(pyrimidin-5-ylmethyl)imidazolidine-2,4-dione OCCN1C(N(CC1=O)CC=1C=NC=NC1)=O